CC(CNC=1C=C2CCN3C(C2=CC1)=CC(=NC3=O)OC[C@H]3OCCOC3)(CC)C 9-(2,2-Dimethyl-butylamino)-2-((S)-1-[1,4]dioxan-2-ylmethoxy)-6,7-dihydro-pyrimido[6,1-a]isoquinolin-4-one